4-butylbenzoat C(CCC)C1=CC=C(C(=O)[O-])C=C1